ClC1=CC(=CC(=N1)NC(OC(C)(C)C)=O)C1(CCC1)CC1=NN=CN1C tert-butyl (6-chloro-4-(1-((4-methyl-4H-1,2,4-triazol-3-yl)methyl)cyclobutyl)-pyridin-2-yl)carbamate